ClC1=C(OC2(CC2)C(=O)OC(C(=O)OCC)C)C=C(C(=C1)F)N1C(N(C(=CC1=O)C(F)(F)F)C)=O 1-ethoxy-1-oxopropan-2-yl 1-{2-chloro-4-fluoro-5-[3-methyl-2,6-dioxo-4-(trifluoromethyl)-3,6-dihydropyrimidin-1(2H)-yl]phenoxy}cyclopropanecarboxylate